NCC=1C=CC(=NC1)C1=CC=C(C(=O)OC)C=C1 methyl 4-(5-(aminomethyl)pyridin-2-yl)benzoate